CN(C1CCC2(CCN(CC2)C(=O)OC(C)(C)C)CC1)C=1C2=C(N=CN1)NC=C2 tert-butyl 9-(methyl(7H-pyrrolo[2,3-d]pyrimidin-4-yl)amino)-3-azaspiro[5.5]undecane-3-carboxylate